3,5-difluoro-4-hydroxy-N-({(1r,4r)-4-[6-(2-methyl-1,3-thiazol-4-yl)-2H-indazol-2-yl]cyclohexyl}methyl)benzamide FC=1C=C(C(=O)NCC2CCC(CC2)N2N=C3C=C(C=CC3=C2)C=2N=C(SC2)C)C=C(C1O)F